C(#C)C1=C(C=CC=C1)S(=O)(=O)N1C[C@@H]([C@@](C1)(CO)O)OC1=CC(=C(C#N)C=C1)F 4-(((3s,4r)-1-((2-ethynylphenyl)sulfonyl)-4-hydroxy-4-(hydroxymethyl)pyrrolidin-3-yl)oxy)-2-fluorobenzonitrile